[NH2+]1CCCC1 r-azolidin-1-ium